OC1(COC1)C1=CC=C(C=C1)C(=O)N1C2CC(CC1CC2)OC2=CC=C(C=C2)C(F)(F)F (4-(3-hydroxyoxetan-3-yl)phenyl)(3-(4-(trifluoromethyl)phenoxy)-8-azabicyclo[3.2.1]octan-8-yl)methanone